C(C(C)C)ONC(=O)C=1C=CC=C2C1CCO2 N-isobutoxy-2,3-dihydrobenzofuran-4-Carboxamide